azirineacrylamide N1C(=C1)C=CC(=O)N